NC1=NC=2N(C=C1)N=C(C2C2=CC(=NC(=C2)C)N)C=2C=C(C#N)C=CC2 3-[5-amino-3-(2-amino-6-methyl-4-pyridinyl)pyrazolo[1,5-a]pyrimidin-2-yl]benzonitrile